N-(4-(5-(aminomethyl)thiophen-2-yl)quinolin-8-yl)-4-isopropoxybenzamide NCC1=CC=C(S1)C1=CC=NC2=C(C=CC=C12)NC(C1=CC=C(C=C1)OC(C)C)=O